di(n-pentyl)cyclobutaneN C(CCCC)C1=C(CC1)CCCCC